C(CCCCCCCCC)C(CCCCCCCCCCCCC)(CCCCCCCCCC)OC(CCCCCCCCCCCCC)(CCCCCCCCCC)CCCCCCCCCC bis-decyltetradecylether